OC1=NC2=CC(=CC=C2C=C1C(=O)O)OC hydroxy-7-methoxyquinoline-3-carboxylic acid